CN1N=CC(=C1)C(=O)NC1CCN(CC1)NC1=CC(=NC=C1)C(F)(F)F 1-methyl-N-(1-((2-(trifluoromethyl)pyridin-4-yl)amino)piperidin-4-yl)-1H-pyrazole-4-carboxamide